Cl.C1OCC2CNCCC21 octahydrofuro[3,4-c]pyridine hydrochloride salt